FC=1C=CC=C2C(=C(C(=NC12)N1CC2(CN(C2)C(C#C)=O)CC1)C#N)C1=C2C=NNC2=CC=C1C 8-fluoro-4-(5-methyl-1H-indazol-4-yl)-2-(2-(2-propynoyl)-2,6-diazaspiro[3.4]octan-6-yl)-3-quinolinecarbonitrile